ClC=1C=C(C=CC1)C(C(=O)N1[C@H]([C@@H]2[C@H](C1)CCC2)C(=O)N[C@@H](C[C@@H]2C(NCC2)=O)C(CF)=O)(F)F (1R,3aR,6aS)-2-(2-(3-chlorophenyl)-2,2-difluoroacetyl)-N-((S)-4-fluoro-3-oxo-1-((R)-2-oxopyrrolidin-3-yl)butan-2-yl)octahydrocyclopenta[c]pyrrole-1-carboxamide